ClC=1C=CC(=C(C1)C#CC=1C=C(C(=NC1)C(=O)O)NC)NS(=O)(=O)C1=C(C(=C(C=C1)OC)C)C 5-{2-[5-chloro-2-(4-methoxy-2,3-dimethylbenzenesulfonamido)phenyl]ethynyl}-3-(methylamino)pyridine-2-carboxylic acid